(Z)-3-(5-(4-(5-(4-(1-(4-hydroxyphenyl)-2-phenylbut-1-en-1-yl)phenoxy)-2-oxopentyl)piperazin-1-yl)-1-oxoisoindolin-2-yl)piperidine-2,6-dione OC1=CC=C(C=C1)/C(=C(\CC)/C1=CC=CC=C1)/C1=CC=C(OCCCC(CN2CCN(CC2)C=2C=C3CN(C(C3=CC2)=O)C2C(NC(CC2)=O)=O)=O)C=C1